1,3-bis(hydrazinocarboxylethyl)-5-isopropylhydantoine N(N)C(CN1C(=O)N(C(=O)C1C(C)C)CC(C(=O)O)NN)C(=O)O